C[C@]12CCC3[C@@H](CC[C@H]4[C@H]([C@H](O[C@@H]([C@@]34OO1)O2)OCCCOC2=CC=C(C=C2)C(CC)=O)C)C 1-(4-(3-(((3R,6R,8aS,9R,10S,12R,12aR)-3,6,9-Trimethyldecahydro-3H-3,12-epoxy[1,2]dioxepino[4,3-i]isochromen-10-yl)oxy)propoxy)phenyl)propan-1-one